C(CC)(=O)OCC(COC(C(=C)C)=O)(COC(C(=C)C)=O)COCC(COC(C(=C)C)=O)(COC(C(=C)C)=O)COC(C(=C)C)=O dipentaerythritol pentamethacrylate monopropionate